ClC=1C(=CC2=C(N=C(O2)C)C1)C1=CC2=C(N=C(N=C2)NC2=CC=C(C=C2)N2CCN(CC2)CC)N2C1=NN=C2 6-(5-chloro-2-methylbenzo[d]oxazol-6-yl)-N-(4-(4-ethylpiperazin-1-yl)phenyl)[1,2,4]triazolo[4',3':1,6]pyrido[2,3-d]pyrimidin-2-amine